COB1OC(C2=NC(=CC=C21)NC2=NC=C(C(=C2)N[C@H](CO)C2=CC=CC=C2)C=2OC=NN2)(C)C (S)-2-((2-((1-methoxy-3,3-dimethyl-1,3-dihydro-[1,2]oxaborolo[4,3-b]pyridin-5-yl)amino)-5-(1,3,4-oxadiazol-2-yl)pyridin-4-yl)amino)-2-phenylethan-1-ol